FC=1C=C(C=CC1N1CCNCC1)C=1C2=C(N=C(N1)N)N1C(C(=C2)C2=CC=CC=C2)=NCC1 (3-fluoro-4-(piperazin-1-yl)phenyl)-6-phenyl-8,9-dihydroimidazo[1',2':1,6]pyrido[2,3-d]pyrimidin-2-amine